(2R,4R)-1-cyano-N-[2-[(4,4-difluorocyclohexyl)amino]-1-methyl-2-oxo-1-pyrazin-2-yl-ethyl]-4-methoxy-N-[4-(pentafluoro-λ6-sulfanyl)phenyl]pyrrolidine-2-carboxamide C(#N)N1[C@H](C[C@H](C1)OC)C(=O)N(C1=CC=C(C=C1)S(F)(F)(F)(F)F)C(C(=O)NC1CCC(CC1)(F)F)(C1=NC=CN=C1)C